5-((thioureidoimino)methyl)[2,2'-bithiophene] N(C(=S)N)N=CC1=CC=C(S1)C=1SC=CC1